CC(C)(C)[C@@H](CCC)N(NC(C1=C(C(=CC=C1)OC)CC)=O)C(C1=CC(=CC(=C1)C)C)=O N-[(1R)-1-(1,1-dimethylethyl)butyl]-N'-(2-ethyl-3-methoxybenzoyl)-3,5-dimethylbenzohydrazide